S1SCC=C1 3H-1,2-dithiol